(R)-5-ethynyl-6-fluoro-4-(8-fluoro-4-(methyl(piperidin-2-ylmethyl)amino)-2-(4-methylpiperazin-1-yl)pyrido[4,3-d]pyrimidin-7-yl)naphthalen-2-ol C(#C)C1=C2C(=CC(=CC2=CC=C1F)O)C1=C(C=2N=C(N=C(C2C=N1)N(C[C@@H]1NCCCC1)C)N1CCN(CC1)C)F